FC=1C=C(CNC(=O)NC2=CC(=C(C=C2)CN2C3CN(CC2CC3)C)C(F)(F)F)C=CC1N1C=NC=C1 1-(3-fluoro-4-(1H-imidazol-1-yl)benzyl)-3-(4-((3-methyl-3,8-diazabicyclo[3.2.1]octan-8-yl)methyl)-3-(trifluoromethyl)phenyl)urea